F[C@@H]1[C@H](C2=C(N(C=C2C(F)(F)F)C=2C(=C(C#N)C=CC2)F)[C@@H]1F)O (4S,5R,6S)-(5,6-difluoro-4-hydroxy-3-(trifluoromethyl)-5,6-dihydrocyclopenta[b]pyrrole-1(4H)-yl)-2-fluorobenzonitrile